1-{[(trans-4-aminocyclohexyl)oxy]methyl}cyclopropan-1-ol N[C@@H]1CC[C@H](CC1)OCC1(CC1)O